NCC1=NN(C=2N(C([C@H]([C@H](C21)C2=CC=C(C=C2)F)NC(C2=CC(=CC=C2)C(F)(F)F)=O)=O)CC)C2=CC=CC=C2 N-[(4S,5S)-3-(aminomethyl)-7-ethyl-4-(4-fluorophenyl)-6-oxo-1-phenyl-1H,4H,5H,6H,7H-pyrazolo[3,4-b]pyridin-5-yl]-3-(trifluoromethyl)benzamide